tert-butyl N-[8-[5-(1-cyano-1-methyl-ethyl)-1,3,4-oxadiazol-2-yl]-5,5,7-trifluoro-2-oxo-1-[[4-[3-(trifluoromethyl)pyrazol-1-yl]phenyl]methyl]-3,4-dihydro-1-benzazepin-3-yl]carbamate C(#N)C(C)(C)C1=NN=C(O1)C1=CC2=C(C(CC(C(N2CC2=CC=C(C=C2)N2N=C(C=C2)C(F)(F)F)=O)NC(OC(C)(C)C)=O)(F)F)C=C1F